4-toluamide phosphate P(=O)(O)(O)O.C1(=CC=C(C=C1)C(=O)N)C